sodium (Z)-2-(4-((5-(4-chlorophenyl)-6-(isopropoxycarbonyl)-7-methyl-3-oxo-5H-thiazolo[3,2-a]pyrimidin-2(3H)-ylidene)methyl)phenoxy)acetate ClC1=CC=C(C=C1)C1C(=C(N=C2N1C(/C(/S2)=C/C2=CC=C(OCC(=O)[O-])C=C2)=O)C)C(=O)OC(C)C.[Na+]